O=C(CCCCCCC1=CC=CC=C1)NC1=C(C=CC(=C1)OCC1=CC=CC=C1)CCCCC(=O)O [(1-oxo-7-phenylheptyl)amino]-4-(phenylmethoxy)-benzenepentanoic acid